COC(=O)C=1N=CC2=C(C=CC=C2C1C)[N+](=O)[O-] 4-Methyl-8-nitroisoquinoline-3-carboxylic acid methyl ester